dimethoxymethylchlorosilane COC(OC)[SiH2]Cl